1-benzhydryl-3-aminoazetidine C(C1=CC=CC=C1)(C1=CC=CC=C1)N1CC(C1)N